Butylnonylphthalate C(CCC)C=1C(=C(C(C(=O)[O-])=CC1)C(=O)[O-])CCCCCCCCC